C1(CCCCC1)C1=NOC(C1)C(=O)N[C@@H](CC(C)C)B(O)O ((1R)-1-(3-cyclohexyl-4,5-dihydroisoxazole-5-carboxamido)-3-methylbutyl)boronic acid